4-{2-[(3R)-3-(2-isopropoxyphenyl)morpholin-4-yl]-7-azaspiro[3.5]nonan-7-yl}-N-[3-nitro-4-({[(1r,4r)-4-hydroxy-4-methylcyclohexyl]methyl}amino)benzenesulfonyl]benzamide C(C)(C)OC1=C(C=CC=C1)[C@H]1N(CCOC1)C1CC2(C1)CCN(CC2)C2=CC=C(C(=O)NS(=O)(=O)C1=CC(=C(C=C1)NCC1CCC(CC1)(C)O)[N+](=O)[O-])C=C2